(+)-DIACETYL-D-TARTARIC ACID CC(=O)O[C@@H]([C@@H](C(=O)O)OC(=O)C)C(=O)O